COCCNCC(=O)OCCNCC(=O)OCCOCCOCCOCCOCC(COCCCCCCCC(=O)OCCCCCCCCC)OCCCCCCCC(=O)OCCCCCCCCC nonyl 8-[3-[2-[2-[2-[2-[2-[2-[2-(2-methoxyethylamino)acetyl]oxyethylamino]acetyl]oxyethoxy]ethoxy]ethoxy]ethoxy]-2-(8-nonoxy-8-oxo-octoxy)propoxy]octanoate